ClC1=C(C=C(C=C1)C=1CCSC2=C(C1C1=CC=C(C=C1)O[C@@H]1CN(CC1)CCCF)C=CC(=C2)O)C 4-(4-Chloro-3-methylphenyl)-5-[4-[(3S)-1-(3-fluoropropyl)pyrrolidin-3-yl]oxyphenyl]-2,3-dihydro-1-benzothiepin-8-ol